4-Hydroxy-N-((4-(hydroxymethyl)-1-(4-(trifluoromethoxy)phenyl)-1H-pyrazolo[3,4-b]pyridin-3-yl)methyl)but-2-ynamide OCC#CC(=O)NCC1=NN(C2=NC=CC(=C21)CO)C2=CC=C(C=C2)OC(F)(F)F